carboxy-7-((3'-fluoro-[1,1'-biphenyl]-2-yl)oxy)-1,2,3,4-tetrahydronaphthalene-2-aminium chloride [Cl-].C(=O)(O)C1C(CCC2=CC=C(C=C12)OC1=C(C=CC=C1)C1=CC(=CC=C1)F)[NH3+]